O1[C@H](CCC1)C1=NC(=CC(=N1)N1CCOCC1)N1N=C(C=C1)C=1C=C(C=CC1)C (R)-4-(2-(tetrahydrofuran-2-yl)-6-(3-(m-tolyl)-1H-pyrazol-1-yl)pyrimidin-4-yl)morpholine